tert-butyl 2-(difluoromethyl)-6,7-dihydro-4H-thiazolo[5,4-c]pyridine-5-carboxylate FC(C=1SC=2CN(CCC2N1)C(=O)OC(C)(C)C)F